di(heptadecan-9-yl) 5,5'-(((3S,4R)-pyrrolidine-3,4-diyl)bis(oxy))dipentanoate N1C[C@@H]([C@@H](C1)OCCCCC(=O)OC(CCCCCCCC)CCCCCCCC)OCCCCC(=O)OC(CCCCCCCC)CCCCCCCC